C1(CC1)C1=CC(=NN1)NC(C(C)C=1C=C(C=CC1)C=1C=CC(=NC1)NC(\C=C\CN1[C@@H](C[C@@H](C1)F)COC)=O)=O (E)-N-(5-(3-(1-((5-Cyclopropyl-1H-pyrazol-3-yl)amino)-1-oxopropan-2-yl)phenyl)pyridin-2-yl)-4-((2S,4S)-4-fluoro-2-(methoxymethyl)pyrrolidin-1-yl)but-2-enamid